1-[(2-hydroxyethoxy)methyl]-6-(phenylthio)thymine OCCOCN1C(=O)NC(=O)C(C)=C1SC1=CC=CC=C1